C12CN(CC(CC1)N2)C2=NC(=CC1=C2CN(C1)C1=NC(=CC=C1)C=1N2C(=NN1)CCC2(C)C)N(C)C(C)C 4-(3,8-diazabicyclo[3.2.1]octan-3-yl)-2-(6-(5,5-dimethyl-6,7-dihydro-5H-pyrrolo[2,1-c][1,2,4]triazol-3-yl)pyridin-2-yl)-6-(isopropyl(methyl)amino)-2,3-dihydro-1H-pyrrolo[3,4-c]pyridin